C(C)OC(C1=C(N=C(C=C1OC[C@@H](CC1=CC=CC=C1)NC(=O)OC(C)(C)C)C)OC)=O (R)-4-(2-((tert-butoxycarbonyl)amino)-3-phenylpropoxy)-2-methoxy-6-methylnicotinic acid ethyl ester